C(CC)S(=O)(=O)ON=C1SC=CC1 2-propylsulfonyloxyiminothiophen